[(3R,4R)-3,4-dihydroxypyrrolidin-1-yl]-[4-[[3-(3-fluoro-4-methoxyphenyl)imidazo[1,2-a]pyrazin-8-yl]amino]-2-methylphenyl]methanone O[C@@H]1CN(C[C@H]1O)C(=O)C1=C(C=C(C=C1)NC=1C=2N(C=CN1)C(=CN2)C2=CC(=C(C=C2)OC)F)C